2-methyl-5-Phenylpentanoic acid CC(C(=O)O)CCCC1=CC=CC=C1